COC(=O)[C@H]1CN[C@H](CC1)C |o1:4,7| (3R,6S)-rel-6-methyl-3-piperidinecarboxylic acid methyl ester